4,8-Di-tert-butyl-6-((3,3'-di-tert-butyl-2'-((dicyclohexylphosphanyl)oxy)-5,5'-dimethoxy-[1,1'-biphenyl]-2-yl)oxy)-2,10-dimethoxydibenzo[d,f][1,3,2]dioxaphosphepin C(C)(C)(C)C1=CC(=CC2=C1OP(OC1=C2C=C(C=C1C(C)(C)C)OC)OC1=C(C=C(C=C1C(C)(C)C)OC)C1=C(C(=CC(=C1)OC)C(C)(C)C)OP(C1CCCCC1)C1CCCCC1)OC